S(=O)(=O)(C1=CC=C(C)C=C1)N1[C@H](CCC1)C(=O)O Tosyl-D-Proline